3-[4-[(3,5-dimethylpyrazol-1-yl)methyl]-2-fluoro-phenyl]-5-(trifluoromethyl)-1,2,4-oxadiazole CC1=NN(C(=C1)C)CC1=CC(=C(C=C1)C1=NOC(=N1)C(F)(F)F)F